methoxy-4-methyl-N-(3-phenoxypropyl)-1H-imidazole-1-carboxamide COC=1N(C=C(N1)C)C(=O)NCCCOC1=CC=CC=C1